The molecule is an N-glycosyl compound that is cytosine in which the proton at position 1 is replaced by a beta-D-glucuronosyl residue. It has a role as a bacterial metabolite. It is a N-glycosyl compound, a nucleobase-containing molecular entity, a carbohydrate acid derivative and a monosaccharide derivative. It derives from a cytosine and a beta-D-glucuronic acid. It is a conjugate acid of a cytosylglucuronate. C1=CN(C(=O)N=C1N)[C@H]2[C@@H]([C@H]([C@@H]([C@H](O2)C(=O)O)O)O)O